6-chlorobenzofuran-3-sulfonyl chloride ClC1=CC2=C(C(=CO2)S(=O)(=O)Cl)C=C1